O[C@@H](CCCCC(=O)OC)C#C Methyl (6S)-6-hydroxyoct-7-ynoate